C(C=C)(=O)N1C[C@@H](N(CC1)C=1C2=C(N(C(N1)=O)C1=C(C=CC=C1S(=O)(=O)C)C1CC1)N=C(C(=C2)F)C2=C(C=CC=C2O)F)C ((S)-4-acryloyl-2-methylpiperazin-1-yl)-1-(2-cyclopropyl-6-(methylsulfonyl)phenyl)-6-fluoro-7-(2-fluoro-6-hydroxyphenyl)pyrido[2,3-d]pyrimidin-2(1H)-one